FC1(CN(C1)C1=C2C(=NC=C1C(F)(F)F)NC(=C2)C=2CCN(CC2)C)F 4-(3,3-difluoroazetidin-1-yl)-2-(1-methyl-1,2,3,6-tetrahydropyridin-4-yl)-5-(trifluoromethyl)-1H-pyrrolo[2,3-b]pyridine